OCCCN(CCCN(CCCC(=O)[O-])CCCC(=O)OCCCCCCCCCCCCCCCCCCCCCCC)CCCC(OCCCCCCCCCCCCC)=C=O Tricosyl 4,4'-((3-((3-hydroxypropyl)(4-carbonyl-4-(tridecyloxy)butyl)amino)propyl)azanediyl)dibutyrate